(4-methyl-pentan-2-yl)-1H-pyrazolo[3,4-d]pyrimidine-4,6-diamine CC(CC(C)N1N=CC=2C1=NC(=NC2N)N)C